(R)-3-tert-butyl 4-methyl 2,2-dimethyloxazolidine-3,4-dicarboxylate CC1(OC[C@@H](N1C(=O)OC(C)(C)C)C(=O)OC)C